4-[3-chloro-2-[2-(2-chloro-4-pyridyl)ethyl]-6-fluoro-phenyl]-5-hydroxy-2,6-dimethyl-pyridazin-3-one ClC=1C(=C(C(=CC1)F)C=1C(N(N=C(C1O)C)C)=O)CCC1=CC(=NC=C1)Cl